C(C)(C)(C)OC(=O)N1CC(C1)C#CCO 3-(3-hydroxy-prop-1-yn-1-yl)azetidine-1-carboxylic acid tert-butyl ester